ClC1=NN(C2=CC=C(C=C12)COC1=CC=C2C=C(COC2=C1)CN1C[C@H](CC1)C(=O)O)C(C)C (S)-1-[7-(3-chloro-1-isopropyl-1H-indazol-5-ylmethoxy)-2H-chromen-3-ylmethyl]-pyrrolidine-3-carboxylic acid